ClC=1C=C(OC2CCC(CC2)NC(=O)C=2N=NC(=CC2)N2CCC(CC2)CN2CCC(CC2)CC=2C=C3CN(C(C3=CC2)=O)C2C(NC(CC2)=O)=O)C=CC1C#N N-((1r,4r)-4-(3-chloro-4-cyanophenoxy)cyclohexyl)-6-(4-((4-((2-(2,6-dioxopiperidin-3-yl)-1-oxoisoindolin-5-yl)methyl)piperidin-1-yl)methyl)piperidin-1-yl)pyridazine-3-carboxamide